OC1=C(C=C(C=C1C(C)(C)C)CCOC(C(=C)C)=O)N1N=C2C(=N1)C=CC=C2 2-[2-hydroxy-3-tert-butyl-5-(2-methacryloyloxyethyl)phenyl]benzotriazole